ethyl 5-bromo-2-chloro-1-[2-(trifluoromethyl)cyclopropyl]-1H-imidazole-4-carboxylate BrC1=C(N=C(N1C1C(C1)C(F)(F)F)Cl)C(=O)OCC